C[C@@H]1C[C@@H]([C@@]2([C@H]3[C@]1(C[C@@H](O[C@@H]3CC[C@@]2(CO)O)C4=CC(=O)OC4)C)COC(=O)C)OC(=O)C The molecule is a diterpene lactone isolated from the whole plants of Ajuga ciliata. It has a role as a plant metabolite. It is a diterpene lactone, a butenolide, an organic heterotricyclic compound, a diol and an acetate ester.